CC1(C2=CC=CC(=C2CC=2C(=CC=CC12)P(C1=CC=CC=C1)C1=CC=CC=C1)P(C1=CC=CC=C1)C1=CC=CC=C1)C 9,9-dimethyl-4,5-bis-diphenylphosphinoanthracene